FC1=C(C=CC=C1F)C1=CC=C(C=C1)OC 2',3'-difluoro-4-methoxy-[1,1'-biphenyl]